5-(2,8-dimethylimidazo[1,2-b]pyridazin-6-yl)-2-[3-(4-methylpiperazin-1-yl)-1,2,4-triazin-6-yl]phenol CC=1N=C2N(N=C(C=C2C)C=2C=CC(=C(C2)O)C2=CN=C(N=N2)N2CCN(CC2)C)C1